C(C1=CC=CC=C1)OC1=C(C(=O)N)C(=CC=C1)F 2-(benzyloxy)-6-fluorobenzamide